S(=O)(=O)(ON1[C@@H]2CC[C@H](N(C1=O)C2)C(F)F)[O-] (2S,5R)-2-(difluoromethyl)-7-oxo-1,6-diazabicyclo[3.2.1]octan-6-yl sulfate